BrC1=CC=C(COC2=C3C(C=C(OC3=CC=C2)C(=O)NN[C@H](CC2=CNC3=CC=CC=C23)C(=O)O)=O)C=C1 (5-((4-bromobenzyl)oxy)-4-oxo-4H-chromen-2-carbonylamino)-D-tryptophan